CN(C1=CC=C(C=C1)C1=CC=NC=C1)C 4-(4'-dimethylaminophenyl)pyridine